1-((4-Benzyl-3,4-dihydro-2H-benzo[b][1,4]thiazin-6-yl)methyl)-3-(1H-indol-6-yl)urea C(C1=CC=CC=C1)N1C2=C(SCC1)C=CC(=C2)CNC(=O)NC2=CC=C1C=CNC1=C2